ClC1=C(C=C(C(=C1)N=C=O)OC)C 1-chloro-5-isocyanato-4-methoxy-2-methylbenzene